methyl 4-amino-7-bromo-1-(isoquinolin-7-yl)-2-oxo-1,2-dihydro-1,8-naphthyridine-3-carboxylate NC1=C(C(N(C2=NC(=CC=C12)Br)C1=CC=C2C=CN=CC2=C1)=O)C(=O)OC